ClC=1N(C(N(C1)[Si](C)(C)C)=S)[Si](C)(C)C 4-chloro-1,3-bis(trimethylsilyl)-imidazole-2-thione